ClC1=NC=CC(=N1)NCC1CCCCC1 2-chloro-N-(cyclohexylmethyl)pyrimidin-4-amine